(R)-4-(5-cyanopyridin-2-yl)-2-methylpiperazine C(#N)C=1C=CC(=NC1)N1C[C@H](NCC1)C